(Z)-3,7,11-trimethyldodec-6-en-1-yn-3-ol CC(C#C)(CC\C=C(/CCCC(C)C)\C)O